C(CCCCCCC)N1C=[N+](C=C1)C.C(C)N1C=[N+](C=C1)C 1-ethyl-3-methylimidazolium, 1-octyl-3-methylimidazolium salt